(Z)-dibenzo[c,g][1,2,5]triazocine-11(12H)-carboxamide C1=CC=CC\2=C1CN(C1=C(\N=N2)C=CC=C1)C(=O)N